NC=1N=C(C2=C(N1)C=NN2CC2=C(C=C(C(=O)NC1CCN(CC1)C)C=C2)OC)O 4-((5-amino-7-hydroxy-1H-pyrazolo[4,3-d]pyrimidin-1-yl)methyl)-3-methoxy-N-(1-methylpiperidin-4-yl)benzamide